didodecanoxytetradecanoxysilane C(CCCCCCCCCCC)OC(CCCCCCCCCCCCCO[SiH3])OCCCCCCCCCCCC